O=C1NC(CC[C@@H]1N1C(C2=CC=C3C(=C2C1)OCC31CCN(CC1)C1=NC=C(C=N1)C=O)=O)=O (S)-2-(7-(2,6-dioxopiperidin-3-yl)-6-oxo-7,8-dihydro-2H,6H-spiro[furo[2,3-e]isoindole-3,4'-piperidin]-1'-yl)pyrimidine-5-carbaldehyde